ClC=1C(=C(NC=2C3=C(N=CN2)C=NC(=C3)O[C@@H]3CN(CC3)C(=O)OC(C)(C)C)C=CC1)F tert-butyl (3S)-3-[4-(3-chloro-2-fluoro-anilino)pyrido[3,4-d]pyrimidin-6-yl]oxypyrrolidine-1-carboxylate